6-Oxo-1-phenyl-2-pyridin-3-yl-1,6-dihydropyrimidine-5-carboxylic acid O=C1C(=CN=C(N1C1=CC=CC=C1)C=1C=NC=CC1)C(=O)O